N(N)C1=NC(=CC(=C1)C(F)(F)F)C(F)(F)F 2-hydrazineyl-4,6-bis(trifluoromethyl)pyridine